6-((1-fluorocyclopropyl)methoxy)-N-(2-methoxypyrimidin-5-yl)isoquinolin-1-amine FC1(CC1)COC=1C=C2C=CN=C(C2=CC1)NC=1C=NC(=NC1)OC